2-((1-(2-(3-azabicyclo[3.1.0]hexan-3-yl)-3,6-dimethyl-4-oxo-3,4-dihydroquinazolin-8-yl)-2,2-difluoroethyl)amino)benzoic acid C12CN(CC2C1)C1=NC2=C(C=C(C=C2C(N1C)=O)C)C(C(F)F)NC1=C(C(=O)O)C=CC=C1